C1CC12NC1(CC1)CC(C2)OC2=CC=C(N=N2)C2=NC=C(C=C2O)N2N=CC=N2 2-{6-[(4-azadispiro[2.1.25.33]decan-9-yl)oxy]pyridazin-3-yl}-5-(2H-1,2,3-triazol-2-yl)pyridin-3-ol